FC(C#N)(C(F)(F)F)OC(F)(F)F 2,3,3,3-tetrafluoro-2-(trifluoromethoxy)propanenitrile